C(C)OC(=O)C=1N=C2N(C=CN=C2C2=C(C=CC=C2OC)F)C1N 3-Amino-8-(2-fluoro-6-methoxyphenyl)imidazo[1,2-a]pyrazine-2-carboxylic acid ethyl ester